pyrimidin-2-yl-piperazine-1-carboxamide formate C(=O)O.N1=C(N=CC=C1)C1N(CCNC1)C(=O)N